OCC(C=O)(C)C 3-hydroxy-2,2-dimethylpropionaldehyde